C1(C(CCCCCCO1)=O)=O 9-oxacyclononandione